CC(CS)(C)C 2,2-dimethylpropane-1-thiol